C1(=CC=CC2=CC=CC=C12)C1=C(C(=O)NC=2SC(=NN2)OC2CCOCC2)C=CN=C1 3-(naphthalen-1-yl)-N-(5-((tetrahydro-2H-pyran-4-yl)oxy)-1,3,4-thiadiazol-2-yl)isonicotinamide